4-methoxy-4-methyl-pentan-2-one COC(CC(C)=O)(C)C